1-((2R,3R,4S,5R)-4-(benzyloxy)-5-((benzyloxy)methyl)-3-hydroxy-5-methyltetrahydrofuran-2-yl)-5-chloropyrimidine-2,4(1H,3H)-dione C(C1=CC=CC=C1)O[C@H]1[C@H]([C@@H](O[C@]1(C)COCC1=CC=CC=C1)N1C(NC(C(=C1)Cl)=O)=O)O